C1(=CC=CC=C1)OC(C=1C(O)=CC=CC1)=O salicylic acid phenyl ester